(1-(5-chloro-6-methylpyrazin-2-yl)ethyl)-1H-1,2,3-triazole-4-carboxylic acid ethyl ester C(C)OC(=O)C=1N=NN(C1)C(C)C1=NC(=C(N=C1)Cl)C